FC=1C=C2C(=CNC(C2=CC1F)=O)[C@H](C)N(C(=O)NC1=CC=C(C=C1)F)CC (S)-1-(1-(6,7-difluoro-1-oxo-1,2-dihydroisoquinolin-4-yl)ethyl)-1-ethyl-3-(4-fluorophenyl)urea